[Cl-].C1(=CC=CC=C1)P(C1=CC=CC=C1)C1=CC=CC=C1.C1(=CC=CC=C1)P(C1=CC=CC=C1)C1=CC=CC=C1.C1(=CC=CC=C1)P(C1=CC=CC=C1)C1=CC=CC=C1.[Cu+2].[Cl-] copper tri(triphenylphosphine) chloride